2-((S)-1-acryloyl-4-(7-(benzo[b]thien-7-yl)-6-fluoro-2-(((S)-1-methylpyrrolidin-2-yl)methoxy)pyridino[2,3-d]pyrimidin-4-yl)piperazin-2-yl)acetonitrile C(C=C)(=O)N1[C@H](CN(CC1)C=1C2=C(N=C(N1)OC[C@H]1N(CCC1)C)N=C(C(=C2)F)C2=CC=CC1=C2SC=C1)CC#N